ethyltributylphosphine chloride [Cl-].C(C)C(CCC)P(CCCC)CCCC